FC1=CC(=C(C=C1)CC(=O)NC1(CCC1)C1=CC=C(C=C1)N)OC 2-(4-fluoro-2-methoxyphenyl)-N-(1-(4-aminophenyl)cyclobutyl)acetamide